C1(CC1)[C@]1(C(NC(N1)=O)=O)CCC(=O)N1CC=2N(C3=CC=CC=C3C2CC1)C (S)-5-cyclopropyl-5-(3-(9-methyl-1,3,4,9-tetrahydro-2H-pyrido[3,4-b]indol-2-yl)-3-oxopropyl)imidazolidine-2,4-dione